5-chloro-2-(4-cyclopropyl-6-methoxy-pyrimidin-5-yl)-4-[[6-[1-cyclopropyl-4-(trifluoromethyl)imidazol-2-yl]-5-fluoro-3-pyridyl]methoxy]pyrimidine ClC=1C(=NC(=NC1)C=1C(=NC=NC1OC)C1CC1)OCC=1C=NC(=C(C1)F)C=1N(C=C(N1)C(F)(F)F)C1CC1